N-((S)-1-{4-Cyanophenyl}ethyl)-4-((R)-3-(3-(trifluoromethyl)phenoxy)pyrrolidin-1-yl)tetrahydro-2H-pyran-4-carboxamide C(#N)C1=CC=C(C=C1)[C@H](C)NC(=O)C1(CCOCC1)N1C[C@@H](CC1)OC1=CC(=CC=C1)C(F)(F)F